ClC1=CC=C(C=C1)C=1C=C(C(N(N1)C=1C=NN(C1)C(F)F)=O)C(=O)N[C@@H](C(F)(F)F)CO 6-(4-Chlorophenyl)-2-[1-(difluoromethyl)-1H-pyrazol-4-yl]-3-oxo-N-[(2R)-1,1,1-trifluoro-3-hydroxypropan-2-yl]-2,3-dihydropyridazine-4-carboxamide